C/C(=C/CNC1=C2C(=NC=N1)N(C=N2)[C@H]3[C@@H]([C@@H]([C@H](O3)CO)O)O)/CO The molecule is an N-glycosylzeatin that is zeatin in which the hydrogen attached to the nitrogen at position 9 of the adenine moiety is replaced by a beta-D-ribofuranosyl group. It has a role as a cytokinin. It is a N-glycosylzeatin and a member of adenosines. It derives from a N-ribosyl-N(6)-isopentenyladenine.